N[C@@H](C(=O)O)CC=1C=C(C=CC1)C1=CC(=C(C=C1)C=1NC(C2=C(N1)NN=N2)=O)OCC (R)-2-amino-3-(3'-ethoxy-4'-(7-oxo-6,7-dihydro-3H-[1,2,3]triazolo[4,5-d]pyrimidin-5-yl)-[1,1'-biphenyl]-3-yl)propionic acid